C1(CC1)NC(C([C@@H](C[C@H]1C(NCC1)=O)NC([C@@H](CC(C)C)NC(=O)C1(C2=CC=CC=C2C=2C=CC=CC12)O)=O)=O)=O N-((R)-1-(((R)-4-(cyclopropylamino)-3,4-dioxo-1-((S)-2-oxopyrrolidin-3-yl)butan-2-yl)amino)-4-methyl-1-oxopentan-2-yl)-9-hydroxy-9H-fluorene-9-carboxamide